ClC1=C(C=2N=C(N=C(C2C=N1)N([C@H]1[C@H](N(CC1)C(=O)OC(C)(C)C)C)C)OC[C@]12CCCN2CC(C1)=C)F tert-butyl (2R,3R)-3-((7-chloro-8-fluoro-2-(((S)-2-methylenetetrahydro-1H-pyrrolizin-7a(5H)-yl)methoxy)pyrido[4,3-d]pyrimidin-4-yl)(methyl)amino)-2-methylpyrrolidine-1-carboxylate